BrC=1C(=NC(=NC1)NC=1C=NN(C1)C)OC1=CC(=CC=C1)[N+](=O)[O-] 5-bromo-N-(1-methyl-1H-pyrazol-4-yl)-4-(3-nitrophenoxy)pyrimidin-2-amine